bis(4-phenylphenyl)-1,3,5-triazine C1(=CC=CC=C1)C1=CC=C(C=C1)C1=NC(=NC=N1)C1=CC=C(C=C1)C1=CC=CC=C1